4,7,8-trimethyl-7,8-dihydro-pteridin-6(5H)-one CC1=NC=NC=2N(C(C(NC12)=O)C)C